C(CCCCCCC)SP(=S)(OCCCCCCCC)[O-].[K+] potassium di-n-octyldithiophosphate